N-((1-(6-(6-(Difluoromethyl)imidazo[1,2-b]pyridazin-3-yl)pyrimidin-4-yl)-5-hydroxy-5-methylpiperidin-3-yl)methyl)methanesulfonamide FC(C=1C=CC=2N(N1)C(=CN2)C2=CC(=NC=N2)N2CC(CC(C2)(C)O)CNS(=O)(=O)C)F